F[C@@H]1[C@@]2(CCC[C@](C[C@H]1OC=1N=NC(=CN1)C=1C(=CC(=NC1)N1C=NC=C1)O)(N2)C)C 5-(3-(((1S,2R,3R,5R)-2-fluoro-1,5-dimethyl-9-azabicyclo[3.3.1]nonan-3-yl)oxy)-1,2,4-triazin-6-yl)-2-(1H-imidazol-1-yl)pyridin-4-ol